(1R,5S)-tert-butyl 3-(7-bromo-6-chloro-8-fluoro-2-(((2R,7aS)-2-fluorohexahydro-1H-pyrrolizin-7a-yl)methoxy)quinazolin-4-yl)-3,8-diazabicyclo[3.2.1]octane-8-carboxylate BrC1=C(C=C2C(=NC(=NC2=C1F)OC[C@]12CCCN2C[C@@H](C1)F)N1C[C@H]2CC[C@@H](C1)N2C(=O)OC(C)(C)C)Cl